N1=CC=CC2=CC=C3C(=C12)C(=CC=C3)[O-] benzoquinoline-10-olate